C([O-])([O-])=O.[NH4+].[NH4+] ammonium monocarbonate